(4-(4-(dimethoxymethyl)piperidin-1-yl)-2-(methylthio)pyrimidin-5-yl)methanol COC(C1CCN(CC1)C1=NC(=NC=C1CO)SC)OC